NC1=CC(C(NC1=NC=1C(=NN2C1C=CC(=C2C)C)OCCCN2CCCCC2)=NC=2C(=NN1C2C=CC(=C1C)C)OCCCN1CCCCC1)=N N,N'-(5-amino-3-iminopyridine-2,6(1H,3H)-diylidene)bis{6,7-dimethyl-2-[3-(piperidin-1-yl)propoxy]pyrazolo[1,5-a]pyridin-3-amine}